FC([C@H]1C[C@H](N(C1)C(CNC(C1=CC=C(C=C1)OC1=CC=CC=C1)=O)=O)C(=O)OC)F methyl (2S,4S)-4-(difluoromethyl)-1-((4-phenoxybenzoyl)glycyl)pyrrolidine-2-carboxylate